C(C)(C)(C)OC(=O)N1CCC=CC1C 6-methyl-3,6-dihydropyridine-1(2H)-carboxylic acid tert-butyl ester